F[C@@H]1[C@H](CN(CC1)C(=O)OC(C)(C)C)NC1=NC=CC(=N1)C1=CN=C2N1N=C(C(=C2)OC)C2OCC2 tert-butyl (3S,4S)-4-fluoro-3-[[4-[7-methoxy-6-(oxetan-2-yl)imidazo[1,2-b]pyridazin-3-yl]pyrimidin-2-yl]amino]piperidine-1-carboxylate